C(C(C)C)C1=NOC=N1 isobutyl-1,2,4-oxadiazol